C1(CC1)CN1C(=NC2=C1C=CC=C2)C2CCN(CC2)C(=O)C2=CC=C1C(=NN(C1=C2)C(F)F)C2=CC(=CC=C2)F (4-(1-(cyclopropylmethyl)-1H-benzo[d]imidazol-2-yl)piperidin-1-yl)(1-(difluoromethyl)-3-(3-fluorophenyl)-1H-indazol-6-yl)methanone